C(#C)C1=CC(=C(C=N1)C1=NC=C(C(=N1)N)C1=CC(=C(C=C1)OC1=NC=CC(=N1)C)F)C (6-ethynyl-4-methylpyridin-3-yl)-5-(3-fluoro-4-((4-methylpyrimidin-2-yl)oxy)phenyl)pyrimidin-4-amine